3-undecan-one CCC(CCCCCCCC)=O